C(C1=CC=CC=C1)S(=O)(=O)C(/C(=C/CN)/F)(F)F (Z)-4-(benzylsulfonyl)-3,4,4-trifluorobut-2-en-1-amine